2-(furan-3-yl)-6-methyl-N-[(2E)-3-[4'-(trifluoromethoxy)-[1,1'-biphenyl]-4-yl]prop-2-en-1-yl]thieno[2,3-d]pyrimidin-4-amine O1C=C(C=C1)C=1N=C(C2=C(N1)SC(=C2)C)NC\C=C\C2=CC=C(C=C2)C2=CC=C(C=C2)OC(F)(F)F